tetrahydroharmine hydrochloride CC1C2=C(CCN1)C3=C(N2)C=C(C=C3)OC.Cl